C1(=CC=CC=C1)OS(=O)(=O)C=1NC2=C(N1)C=CC=C2 Phenylbenzimidazolesulfonate